SC1=CC=CC(=N1)N1C=C(C(C2=CC(=C(C(=C12)Cl)N1CCCCC1)F)=O)C(=O)O 1-(6-mercapto-2-pyridinyl)-8-chloro-6-fluoro-1,4-dihydro-7-piperidinyl-4-oxo-3-quinolinecarboxylic acid